6-(1-((2-chloropyrazolo[1,5-a]pyridin-3-yl)sulfonyl)piperidin-4-yl)-7-methylquinoline ClC1=NN2C(C=CC=C2)=C1S(=O)(=O)N1CCC(CC1)C=1C=C2C=CC=NC2=CC1C